methyl 7-((tert-butoxycarbonyl) amino)-6-methylpyrazolo[5,1-b]thiazole-3-carboxylate C(C)(C)(C)OC(=O)NC=1C(=NN2C1SC=C2C(=O)OC)C